(3R)-3-(4-Chlorophenyl)-2-[(5-chloropyridin-2-yl)methyl]-4-fluoro-6-[1-hydroxy-1-(1H-imidazol-2-yl)ethyl]-3-methoxy-2,3-dihydro-1H-isoindol-1-on ClC1=CC=C(C=C1)[C@@]1(N(C(C2=CC(=CC(=C12)F)C(C)(C=1NC=CN1)O)=O)CC1=NC=C(C=C1)Cl)OC